NC1=C(C=C(C=N1)C=1C=C2N(N1)CCC21CN(CC1)C(=O)N[C@@H](C)C1=CC(=CC=C1)C(F)(F)F)C(F)(F)F 2'-[6-amino-5-(trifluoromethyl)pyridin-3-yl]-N-{(1S)-1-[3-(trifluoromethyl)phenyl]ethyl}-5',6'-dihydrospiro[pyrrolidine-3,4'-pyrrolo[1,2-b]pyrazole]-1-carboxamide